3-(2-methoxypyridin-4-yl)-6-methyl-5-((3aR,5s,6aS)-2-(tetrahydro-2H-pyran-3-yl)octahydrocyclopenta[c]pyrrol-5-yl)-1H-indazole COC1=NC=CC(=C1)C1=NNC2=CC(=C(C=C12)C1C[C@@H]2[C@@H](CN(C2)C2COCCC2)C1)C